1-(4-methoxyphenyl)-1,3-butandione COC1=CC=C(C=C1)C(CC(C)=O)=O